[N+](=O)([O-])C1=CC(=NC=C1)CN1CCN(CCN(CCN(CC1)[C@H](C(=O)O)C)[C@H](C(=O)O)C)[C@H](C(=O)O)C (2S,2'S,2''S)-2,2',2''-(10-((4-nitropyridin-2-yl)methyl)-1,4,7,10-tetraazacyclododecane-1,4,7-triyl)tripropionic acid